2-[4-(2-amino-ethoxy)-3,5-dimethyl-phenyl]-5,7-dimethoxy-3H-pyrido[2,3-d]pyrimidin-4-one NCCOC1=C(C=C(C=C1C)C=1NC(C2=C(N1)N=C(C=C2OC)OC)=O)C